C1C(CC12CCC2)C2=NC(=NO2)[C@@H]2CC21CCN(CC1)S(=O)(=O)N (1R)-1-[5-(Spiro[3.3]hept-2-yl)-1,2,4-oxadiazol-3-yl]-6-azaspiro[2.5]octane-6-sulfonamide